FC1=CC=C(C=C1)C=1C(NC=C(C1)NC1=CC=CC=C1)=O 3-(4-fluorophenyl)-5-(phenylamino)pyridin-2(1H)-one